monomethyl ether diacrylate C(C=C)(=O)O.C(C=C)(=O)O.COC